C(C)SC=1OC2=C(C=C(C=C2C(C1C)=O)C)[C@@H](C)OC=1C(=NC=CC1)C1=C(C=CC=C1)F 2-ethylsulfanyl-8-[(1R)-1-[[2-(2-fluorophenyl)-3-pyridyl]oxy]ethyl]-3,6-dimethyl-chromen-4-one